COC1=C(C=C2C(=CC=NC2=C1)OC1=CC(=CC(=C1)C1=NC(=NO1)C)OC)C(=O)N 7-Methoxy-4-(3-methoxy-5-(3-methyl-1,2,4-oxadiazol-5-yl)phenoxy)quinoline-6-carboxamide